BrC=1C=CC(=C(C1)NC(=O)N1CCOCC1)O N-(5-bromo-2-hydroxyphenyl)morpholine-4-carboxamide